ClC=1C=C2C(=NC(=NC2=C(C1C=1C(=CC=C2C=NN(C12)C)C)F)OC[C@@H]1N(CCC1)C)N1C[C@H](N(C[C@@H]1C)C(C=C)=O)C 1-((2R,5S)-4-((R)-6-chloro-7-(1,6-dimethyl-1H-indazol-7-yl)-8-fluoro-2-(((R)-1-methylpyrrolidin-2-yl)methoxy)quinazolin-4-yl)-2,5-dimethylpiperazin-1-yl)prop-2-en-1-one